C(C)C1=C(C(=NC=2C=3N(C(CC12)(CC)CC)C=CC(C3)=O)OC)OCCCOC ethyl-6,6-diethyl-2-methoxy-3-(3-methoxypropoxy)-10-oxo-5,10-dihydro-6H-pyrido[1,2-h][1,7]naphthyridin